CCC(CC)NC(=O)C1=CN=CO1 N-(pentan-3-yl)oxazole-5-carboxamide